CC(C(=O)OCCCCN)=C 4-aminobutyl 2-methylacrylate